(1-(4-(cyclopropynyl)-5-methylpyridin-2-yl)piperidin-4-yl)(5-(3,5-difluorophenyl)-4,5-dihydro-1H-pyrazol-1-yl)methanone C1(C#C1)C1=CC(=NC=C1C)N1CCC(CC1)C(=O)N1N=CCC1C1=CC(=CC(=C1)F)F